FC1=C(C(=O)N)C(=CC(=C1)C(C)(C)O)F 2,6-difluoro-4-(2-hydroxypropan-2-yl)benzamide